N-(4-chloro-2-fluorophenyl)-6-(oxetan-3-yl)-1H-pyrrolo[2,3-b]pyridine-3-sulfonamide ClC1=CC(=C(C=C1)NS(=O)(=O)C1=CNC2=NC(=CC=C21)C2COC2)F